ClC=1C(=NC=CC1)N1N=C(C=C1C(=O)N)OCF 1-(3-chloro-2-pyridinyl)-3-fluoromethoxy-1H-pyrazole-5-carboxamide